2-(6-iodo-4-oxoquinazolin-3(4H)-yl)-2-phenyl-N-(thiazol-2-yl)acetamide IC=1C=C2C(N(C=NC2=CC1)C(C(=O)NC=1SC=CN1)C1=CC=CC=C1)=O